ClCC(=O)NNC(=O)C1=NC=C(C=C1)C1COCC1 N'-(2-chloroacetyl)-5-(tetrahydrofuran-3-yl)pyridinehydrazide